1-ethynyl-cyclopropylcarboxylic acid C(#C)C1(CC1)C(=O)O